2-fluoro-6-((morpholinoimino)methyl)-4-(3-(4-(pyrrolidin-1-yl)phenyl)-1,2,4-thiadiazol-5-yl)phenol FC1=C(C(=CC(=C1)C1=NC(=NS1)C1=CC=C(C=C1)N1CCCC1)C=NN1CCOCC1)O